FC=1C(=C(OC2=C(C=C(C(=C2)C(F)(F)F)F)C=2NC3=CC=[N+](C=C3C(C2)=O)[O-])C=CC1F)OC 2-[2-(3,4-difluoro-2-methoxy-phenoxy)-5-fluoro-4-(trifluoromethyl)phenyl]-6-oxido-1H-1,6-naphthyridin-6-ium-4-one